FC1=C(C=CC(=C1)C1=C2C(=NO1)C=CC(=C2)/C=C/C(=O)NO)C2=CC=CC=C2 (E)-3-(3-(2-fluoro-[1,1'-biphenyl]-4-yl)benzo[c]isoxazol-5-yl)-N-hydroxyacrylamide